4-(3-amino-4-hydroxyphenyl)piperidine-1-carboxylic acid tert-butyl ester C(C)(C)(C)OC(=O)N1CCC(CC1)C1=CC(=C(C=C1)O)N